[Ag].[Sb].[Pb] lead antimony silver